tin pivalate C(C(C)(C)C)(=O)[O-].[Sn+4].C(C(C)(C)C)(=O)[O-].C(C(C)(C)C)(=O)[O-].C(C(C)(C)C)(=O)[O-]